BrC1=C(OC2CC(C2)C(=O)O)C(=CC(=C1)C)C=1OC2=C(C=CC=C2C(C1)=O)Cl 3-[2-bromo-6-(8-chloro-4-oxo-chromen-2-yl)-4-methyl-phenoxy]cyclobutane-carboxylic acid